2-(4-n-butylphenyl)formyloxy-1,3-propanediol C(CCC)C1=CC=C(C=C1)C(=O)OC(CO)CO